1-(but-3-en-1-yl)-4-[4-(2-{4-[4-(but-3-en-1-yl)-3-fluorophenyl]phenyl}ethynyl)phenyl]-2-fluorobenzene C(CC=C)C1=C(C=C(C=C1)C1=CC=C(C=C1)C#CC1=CC=C(C=C1)C1=CC(=C(C=C1)CCC=C)F)F